lanthanum-iron-boron [B].[Fe].[La]